1,1'-dihydroxy-5,5'-bitetrazole nickel [Ni].ON1N=NN=C1C1=NN=NN1O